(S)-N-(1,1-bis(4-chlorophenyl)ethyl)-2-oxooxazolidine-5-carboxamide ClC1=CC=C(C=C1)C(C)(C1=CC=C(C=C1)Cl)NC(=O)[C@@H]1CNC(O1)=O